FC=1C(=CC(=NC1)SC([2H])([2H])[2H])C=1C=CC=C(C1)O 5-{5-fluoro-2-[(2H3)methylsulfanyl]pyridin-4-yl}phenol